6-hydroxyperoxycaproic acid OCCCCCC(=O)OO